5-Amino-3-[4-[2-[[3-[3,3-difluorocyclopentyl]isoxazol-5-yl]amino]-2-oxo-ethyl]phenyl]-1-isopropyl-pyrazole-4-carboxamide NC1=C(C(=NN1C(C)C)C1=CC=C(C=C1)CC(=O)NC1=CC(=NO1)C1CC(CC1)(F)F)C(=O)N